ClC1=C(C(=O)N(C)C)C=CC(=C1)NC1CN(C1)C1CCN(CC1)C([C@@](C(C)C)(C(F)(F)F)O)=O (S)-2-chloro-4-(1-(1-(2-hydroxy-3-methyl-2-(trifluoromethyl)butanoyl)piperidin-4-yl)azetidin-3-ylamino)-N,N-dimethylbenzamide